COC[N+]1(C=CC=C1)C 1-methoxymethyl-1-methylpyrrolium